(cyclohexanediol) carbonate C(O)(=O)OC1(CCCCC1)O